N-ethyl-5-ethynyl-6-fluorobenzo[d]oxazol-2-amine C(C)NC=1OC2=C(N1)C=C(C(=C2)F)C#C